3-((4-cyanophenyl)ethynyl)-1H-pyrrole-2,4-dicarboxylic acid diethyl ester C(C)OC(=O)C=1NC=C(C1C#CC1=CC=C(C=C1)C#N)C(=O)OCC